NC=1C=2N(C3=C(N1)C=NC(=C3)C(=O)N3[C@H]1C4=C(O[C@@H](CC3)C1)C(=C(C=C4)C(F)(F)F)F)C=NC2 (4-aminoimidazo[1,5-a]pyrido[3,4-e]pyrazin-8-yl)((2S,6R)-10-fluoro-9-(trifluoromethyl)-3,4-dihydro-2H-2,6-methanobenzo[b][1,5]oxazocin-5(6H)-yl)methanone